(4-Ethylpiperazin-1-yl)methanone C(C)N1CCN(CC1)C=O